2,6-difluoro-3-hydroxybenzeneboronic acid FC1=C(C(=CC=C1O)F)B(O)O